CN(CCN(CCN(C)C)C)C 1,1,4,7,7-pentamethyldiethylenetriamine